C1=C(C=CC2=CC=CC=C12)C1CC(=[N+](O1)[O-])C#N 5-(2-naphthyl)-3-cyano-isoxazoline-N-oxide